CC1(N(CCCC1)C1=C(C=C(C=C1)C1=CC=C(C(=O)N)C=C1)C(F)(F)F)N 4-(4-(methyl-(amino)piperidin-1-yl)-3-(trifluoromethyl)phenyl)benzamide